FC1=C2C=CC(=CC2=CC=C1OC)C(CCC(=O)O)=O 4-(5-fluoro-6-methoxynaphthalen-2-yl)-4-oxobutanoic acid